CN(C1=C(C=C(C=N1)C1=CC=C(C=C1)CN[C@@H]1C[C@@H]([C@@H](C1)O)N(C)C=1C2=C(N=C(N1)OC)SC(=C2)CC(F)(F)F)OC)C (1R,2S,4R)-4-[({4-[6-(dimethylamino)-5-methoxypyridin-3-yl]phenyl}methyl)amino]-2-{[2-methoxy-6-(2,2,2-trifluoroethyl)thieno[2,3-d]pyrimidin-4-yl](methyl)amino}cyclopentan-1-ol